2-(2,6-dioxopiperidin-3-yl)-4-((((1S,3S)-3-((4-(7-fluoro-3-isopropyl-2-methyl-2H-indazol-5-yl)pyrimidin-2-yl)amino)cyclopentyl)amino)methyl)isoindoline-1,3-dione O=C1NC(CCC1N1C(C2=CC=CC(=C2C1=O)CN[C@@H]1C[C@H](CC1)NC1=NC=CC(=N1)C1=CC2=C(N(N=C2C(=C1)F)C)C(C)C)=O)=O